(trans-3-(3-cyclopropyl-4-(5-fluoro-1,7-naphthyridin-8-yl)-1H-pyrazol-1-yl)cyclobutyl)methylamine C1(CC1)C1=NN(C=C1C=1N=CC(=C2C=CC=NC12)F)[C@@H]1C[C@H](C1)CN